1-piperidincarboxamid N1(CCCCC1)C(=O)N